N-[3-nitro-4-({6-[(2R,3R,4R,5S)-3,4,5-trihydroxy-2-(hydroxy-methyl)piperidin-1-yl]hexyl}amino)phenyl]methanesulfonamide [N+](=O)([O-])C=1C=C(C=CC1NCCCCCCN1[C@@H]([C@H]([C@@H]([C@H](C1)O)O)O)CO)NS(=O)(=O)C